C1N(CCC2=CC(=CC=C12)C(=O)OC)C(=O)[O-] 6-methyl 3,4-dihydro-1H-isoquinolin-2,6-dicarboxylate